(8-(4-methoxybenzyl)-2,8-diazaspiro[4.5]decan-2-yl)(3,3,5-trimethyl-2,3-dihydro-1H-pyrrolo[3,2-b]pyridin-1-yl)methanone COC1=CC=C(CN2CCC3(CCN(C3)C(=O)N3CC(C4=NC(=CC=C43)C)(C)C)CC2)C=C1